C(CC(C)CCCC(C)CCCC(C)CCCC(C)C)(=O)OCC(O)CO glyceryl phytanate